CN1C(=C(C2=C1N=CN=C2N)C2=CC=NN2C)C2=CCC1(CCNCC1)CC2 7-methyl-5-(1-methyl-1H-pyrazol-5-yl)-6-(3-azaspiro[5.5]-undec-8-en-9-yl)-7H-pyrrolo[2,3-d]pyrimidin-4-amine